5-Methyl-2-(tributylstannyl)furan CC1=CC=C(O1)[Sn](CCCC)(CCCC)CCCC